N-(6-(2H-1,2,3-triazol-2-yl)-5-(trifluoromethyl)pyridin-3-yl)-4-(3-amino-5-ethynyl-2-Hydroxypyridin-4-yl)-2-chloro-5-hydroxybenzamide N=1N(N=CC1)C1=C(C=C(C=N1)NC(C1=C(C=C(C(=C1)O)C1=C(C(=NC=C1C#C)O)N)Cl)=O)C(F)(F)F